(2R)-2-amino-N-[5-[(3,3-dimethyl-2H-benzofuran-4-yl)oxy]pyrazin-2-yl]butanamide N[C@@H](C(=O)NC1=NC=C(N=C1)OC1=CC=CC2=C1C(CO2)(C)C)CC